4-(1-hydroxypropyl)-N-(6-methyl-5-(7-(methylamino)-1,6-naphthyridin-3-yl)pyridin-3-yl)pyridineamide OC(CC)C1=CC(=NC=C1)C(=O)NC=1C=NC(=C(C1)C=1C=NC2=CC(=NC=C2C1)NC)C